ethyl 5-(2-ethoxy-2-oxoacetyl)-1,2,4-trimethyl-1H-pyrrole-3-carboxylate C(C)OC(C(=O)C1=C(C(=C(N1C)C)C(=O)OCC)C)=O